2,3-dioleoyloxy-1-(N,N-dimethylamino)propane tert-butyl-(2R,3S,4S)-4-[(tert-butoxycarbonyl)oxy]-2-[(4-methoxyphenyl)methyl]-3-[(2-phenylacetyl)oxy]pyrrolidine-1-carboxylate C(C)(C)(C)OC(=O)N1[C@@H]([C@@H]([C@H](C1)OC(=O)OC(C)(C)C)OC(CC1=CC=CC=C1)=O)CC1=CC=C(C=C1)OC.C(CCCCCCC\C=C/CCCCCCCC)(=O)OC(CN(C)C)COC(CCCCCCC\C=C/CCCCCCCC)=O